Methyl 1'-(2-(4-chlorophenoxy)acetyl)-2-oxospiro[indoline-3,4'-piperidine]-5-carboxylate ClC1=CC=C(OCC(=O)N2CCC3(CC2)C(NC2=CC=C(C=C23)C(=O)OC)=O)C=C1